[N+](=O)([O-])C=1C=C(C=C2C=C(NC12)C1=CC=CC=C1)COCCO 2-((7-nitro-2-phenyl-1H-indol-5-yl)methoxy)ethan-1-ol